tert-butyl 4-[7-(2-cyano-3,6-difluoro-phenoxy)quinoxalin-2-yl]oxypiperidine-1-carboxylate C(#N)C1=C(OC2=CC=C3N=CC(=NC3=C2)OC2CCN(CC2)C(=O)OC(C)(C)C)C(=CC=C1F)F